(3R)-5,7-Dihydroxyl-6-methyl-3-(4'-hydroxybenzyl)chroman-4-one OC1=C2C([C@@H](COC2=CC(=C1C)O)CC1=CC=C(C=C1)O)=O